C(C)C(C(=O)O)(C)O.C(C(O)C)(=O)OCC Ethyl lactate (ethyl α-hydroxypropionate)